O1C2=C(OCCC1)C=C(C=C2)NC(C2=CC(=CC=C2)S(NC2CS(CC2)(=O)=O)(=O)=O)=O N-(3,4-dihydro-2H-benzo[b][1,4]dioxepin-7-yl)-3-(N-(1,1-dioxidotetrahydrothiophen-3-yl)sulfamoyl)benzamide